2'-chloro-N-(5-(6-(difluoromethyl)-2-methyl-nicotinoyl)-5,6-dihydro-4H-pyrrolo[3,4-d]thiazol-2-yl)-5'-methoxy-6-methyl-[4,4'-bipyridine]-3-carboxamide ClC1=NC=C(C(=C1)C1=C(C=NC(=C1)C)C(=O)NC=1SC2=C(N1)CN(C2)C(C2=C(N=C(C=C2)C(F)F)C)=O)OC